C(C)(=O)OCCCC(CCC)CCC 4-propylheptyl acetate